OCC(C)(CO)C.[B] boron neopentyl glycol